C1=CC=CC=2C3=CC=CC=C3C(C12)COC(=O)N(C(C(=O)O)CCC1=CC=C(C=C1)F)C 2-((((9H-Fluoren-9-yl)methoxy)carbonyl)(methyl)amino)-4-(4-fluorophenyl)butanoic acid